CC1=C2C(=NNC2=CC=C1)N1CC(C(C1)(F)F)(F)F 4-methyl-3-(3,3,4,4-tetrafluoropyrrolidin-1-yl)-1H-indazole